methyl 4-cyclopropyl-3-(N-(5-(methylsulfonyl)-2-(pyrrol-1-yl)phenyl)sulfamoyl)benzoate C1(CC1)C1=C(C=C(C(=O)OC)C=C1)S(NC1=C(C=CC(=C1)S(=O)(=O)C)N1C=CC=C1)(=O)=O